4-(3-pyridyl)-butanoic acid N1=CC(=CC=C1)CCCC(=O)O